IC=1C(NC(N([C@H]2C[C@H](O)[C@@H](CO)O2)C1)=O)=O 2'-deoxy-5-iodo-uridine